(bromoethynyl)tri(propan-2-yl)silane BrC#C[Si](C(C)C)(C(C)C)C(C)C